BrC=1C(N(C(N(C1)[C@H](C(=O)OC)CC(C)C)=O)C)=O methyl (S)-2-(5-bromo-3-methyl-2,4-dioxo-3,4-dihydropyrimidin-1(2H)-yl)-4-methylpentanoate